CC=1C=C(C=C(C1)C)B 3,5-dimethylphenylborane